CN1C(=CC=C1)C(=O)N 1-methyl-1H-pyrrole-2-carboxamide